N1(N=CC=C1)CC1OC2=C(C=CC3=C2C(=NO3)N)O1 ((1H-pyrazol-1-yl)methyl)-[1,3]dioxolo[4',5':5,6]benzo[1,2-d]isoxazol-8-amine